2-(3-chlorobenzo[b]thiophen-2-yl)-4,4,5,5-tetramethyl-1,3,2-dioxaborolan ClC=1C2=C(SC1B1OC(C(O1)(C)C)(C)C)C=CC=C2